ClC=1C(N(C(=CC1OCC1=NC=C(C=C1F)F)C([2H])([2H])[2H])C1=CC(=NC=C1C)C=1N=C(SC1)C(C)(C)O)=O (R)-3-chloro-4-((3,5-difluoropyridin-2-yl)methoxy)-2'-(2-(2-hydroxypropan-2-yl)thiazol-4-yl)-5'-methyl-6-(methyl-d3)-2H-[1,4'-bipyridin]-2-one